4-({4-[7-(aminocarbonyl)-2H-indazole-2-yl]benzyl}ammonio)-1-benzylpiperidinium NC(=O)C1=CC=CC2=CN(N=C12)C1=CC=C(C[NH2+]C2CC[NH+](CC2)CC2=CC=CC=C2)C=C1